menthen-9-yl acetate C(C)(=O)OCC(C1CC=C(CC1)C)C